(2S)-2-amino-3-(4-(1-((3'-methoxy-[1,1'-biphenyl]-4-yl)methyl)-1H-pyrazole-4-yl)cyclohex-3-ene-1-yl)propionic acid hydrochloride Cl.N[C@H](C(=O)O)CC1CC=C(CC1)C=1C=NN(C1)CC1=CC=C(C=C1)C1=CC(=CC=C1)OC